4,4'-OxydiphthalIC ANHYDRIDE C1=CC2=C(C=C1OC3=CC4=C(C=C3)C(=O)OC4=O)C(=O)OC2=O